2-methyl-6,6-bis(4-sulfonatobutyl)-9,12-dioxa-6-aza-2-silapentadecan-6-ium-15-oate C[SiH](C)CCC[N+](CCOCCOCCC(=O)[O-])(CCCCS(=O)(=O)[O-])CCCCS(=O)(=O)[O-]